N-(3-chloro-5-(methylsulfonyl)phenyl)-4-(3-(trifluoromethyl)pyridin-2-yl)thiophene-2-carboxamide ClC=1C=C(C=C(C1)S(=O)(=O)C)NC(=O)C=1SC=C(C1)C1=NC=CC=C1C(F)(F)F